C(CC)[NH+]1C(N(C(C=C1)C)CCC)=O 1,2-dihydro-1,3-dipropyl-4-methyl-2-oxo-pyrimidinium